F[C@@H]1[C@@H](C1)N1C(C(=CC=C1)NC(=O)C=1C(=CC=2N(C1)C=C(N2)[C@@]21CO[C@@](CC2)(C1)C)OC(C)C)=O N-(1-((1r,2s)-2-fluorocyclopropyl)-2-oxo-1,2-dihydropyridin-3-yl)-7-isopropoxy-2-((1s,4r)-1-methyl-2-oxabicyclo[2.2.1]hept-4-yl)imidazo[1,2-a]pyridine-6-carboxamide